FC1=C(OCCCCCCCCC(=O)N2CCC(CC2)OC2=CC=C(C=C2)C2C(NC(CC2)=O)=O)C(=CC=C1F)C=1N=C(SC1)N1CCOCC1 3-(4-((1-(9-(2,3-difluoro-6-(2-morpholinothiazol-4-yl)phenoxy)nonanoyl)-piperidin-4-yl)oxy)phenyl)piperidine-2,6-dione